FC(C(C(C(C(C(C(C(F)(F)F)(F)F)(F)F)(F)F)(F)F)(F)F)(F)F)(S(=O)(=O)ON1C(=O)C2C3C=CC(C2C1=O)C3)F N-[(perfluorooctanesulfonyl)oxy]-5-norbornene-2,3-dicarboximide